CC=1C(=NC(=NC1)NC1=CC2=C(B(OC2)O)C=C1)NC(CC)CC 5-((5-methyl-4-(pentan-3-ylamino)pyrimidin-2-yl)amino)benzo[c][1,2]oxaborol-1(3H)-ol